6-(1-methyl-2-oxo-1,2-dihydropyridin-4-yl)imidazo[1,2-a]pyridine-2-carboxylic acid CN1C(C=C(C=C1)C=1C=CC=2N(C1)C=C(N2)C(=O)O)=O